5-[bis(3-methoxybenzyl)aminocarbonyloxyethoxy]dimethylaminobenzylamine COC=1C=C(CN(C(=O)OCCOC=2C=CC=C(CNN(C)C)C2)CC2=CC(=CC=C2)OC)C=CC1